N-(4-(4-amino-7-cyano-3-(3-fluoro-4-((4-(trifluoromethyl)pyrimidin-2-yl)oxy)phenyl)-1-methyl-1H-pyrrolo[3,2-c]pyridin-2-yl)-3-methylphenyl)methacrylamide NC1=NC=C(C2=C1C(=C(N2C)C2=C(C=C(C=C2)NC(C(=C)C)=O)C)C2=CC(=C(C=C2)OC2=NC=CC(=N2)C(F)(F)F)F)C#N